(S)-2-amino-3-(4-(4-((R)-1-(5-chloro-2',3',4',5'-tetrahydro-[1,1'-biphenyl]-2-yl)-2,2,2-trifluoroethoxy)thieno[3,2-d]pyrimidine-7-yl)phenyl)propionic acid hydrochloride Cl.N[C@H](C(=O)O)CC1=CC=C(C=C1)C1=CSC2=C1N=CN=C2O[C@@H](C(F)(F)F)C2=C(C=C(C=C2)Cl)C=2CCCCC2